NC1CCC(CC1)NC1=NC2=C(C=C(C=C2C=N1)C1=C(C=C(C=C1)NS(=O)(=O)C1=C(C=CC=C1)Cl)C(F)(F)F)CC N-(4-(2-(((1r,4r)-4-aminocyclohexyl)amino)-8-ethylquinazolin-6-yl)-3-(trifluoromethyl)phenyl)-2-chlorobenzenesulfonamide